COC1=CC=C(C=C1)C=1O\C(\C2(C(C(=NN2C2=CC=CC=C2)C2=CC=CC=C2)C2=CC=CC=C2)C1)=N/S(=O)(=O)C1=CC=C(C=C1)C (Z)-N-(8-(4-methoxyphenyl)-1,3,4-triphenyl-7-oxa-1,2-diazaspiro[4.4]nona-2,8-dien-6-ylidene)-4-methylbenzenesulfonamide